OC(CCCCCCCCC(=O)O)C\C=C/CCCCC (12Z)-10-hydroxyoctadeca-12-enoic acid